(S)-quinuclidin-3-yl (7-(4-ethoxy-3,5-dimethyl phenyl)-4-methylchroman-4-yl)carbamate C(C)OC1=C(C=C(C=C1C)C1=CC=C2C(CCOC2=C1)(C)NC(O[C@@H]1CN2CCC1CC2)=O)C